C(C)OC1=C(C=C(C=C1)S(=O)(=O)N1CC(C1)CO)C=1NC(C2=C(N1)C(=NN2C)CCC)=O 5-(2-ethoxy-5-((3-(hydroxymethyl)azetidin-1-yl)sulfonyl)phenyl)-1-methyl-3-propyl-1,6-dihydro-7H-pyrazolo[4,3-d]pyrimidin-7-one